6-(2-(cyclobutylmethyl)-7H-pyrrolo[2,3-d]pyrimidin-5-yl)-4,4-dimethyl-3,4-dihydroisoquinolin-1(2H)-one C1(CCC1)CC=1N=CC2=C(N1)NC=C2C=2C=C1C(CNC(C1=CC2)=O)(C)C